(phenyl)[(triphenylsilyl)phenyl](triphenylfluorenyl)amine C1(=CC=CC=C1)N(C1=C(C(=C(C=2C3=CC=CC=C3CC12)C1=CC=CC=C1)C1=CC=CC=C1)C1=CC=CC=C1)C1=C(C=CC=C1)[Si](C1=CC=CC=C1)(C1=CC=CC=C1)C1=CC=CC=C1